CC1=C(C(=NO1)C=1C=NC(=CC1)C)COC1=CC2=C(C=N1)C(N(C2)C2CC1(COC1)C2)=O 6-((5-Methyl-3-(6-methylpyridin-3-yl)isoxazol-4-yl)methoxy)-2-(2-oxaspiro[3.3]heptan-6-yl)-1H-pyrrolo[3,4-c]pyridin-3(2H)-on